O=S1(CCC(CC1)C1=CC(=NC2=C(N=CC=C12)C1=CC=NN1)N1[C@@H](COCC1)C)=O 4-(1,1-dioxidotetrahydro-2H-thiopyran-4-yl)-2-[(3R)-3-methylmorpholin-4-yl]-8-(1H-pyrazol-5-yl)-1,7-naphthyridine